tributyl-hemimellitic acid C(CCC)C1=C(C(=C(C(=C1C(=O)O)C(=O)O)C(=O)O)CCCC)CCCC